bis(tri-tertiary butyl-phosphine) palladium (0) [Pd].C(C)(C)(C)P(C(C)(C)C)C(C)(C)C.C(C)(C)(C)P(C(C)(C)C)C(C)(C)C